[N-](S(=O)(=O)C(F)(F)F)S(=O)(=O)C(F)(F)F.C[N+]1(CCCC1)CCC N-methyl-N-propylpyrrolidinium bis(trifluoromethanesulfonyl)imide salt